tert-butyl 2-(4-(5-acetyl-3-(7-(difluoromethyl)-6-(1-methyl-1H-pyrazol-4-yl)-3,4-dihydroquinolin-1(2H)-yl)-4,5,6,7-tetrahydro-1H-pyrazolo[4,3-c]pyridin-1-yl)piperidin-1-yl)acetate C(C)(=O)N1CC2=C(CC1)N(N=C2N2CCCC1=CC(=C(C=C21)C(F)F)C=2C=NN(C2)C)C2CCN(CC2)CC(=O)OC(C)(C)C